C(C(=O)N)(=O)N oxalic acid-diamide